6-chloro-4,4-dimethyl-3,4-dihydro-2,7-naphthyridin-1(2H)-one ClC=1C=C2C(CNC(C2=CN1)=O)(C)C